O=C([C@@H](C)NC(OCC1=CC=CC=C1)=O)N1N=CCC1C1=CC=CC=C1 benzyl ((2R)-1-oxo-1-(5-phenyl-4,5-dihydro-1H-pyrazol-1-yl)propan-2-yl)carbamate